N-(6-cyano-5-(trifluoromethyl)pyridin-3-yl)-4-ethoxy-3-(5-methyl-4-oxo-7-propyl-3,4-dihydroimidazo[5,1-f][1,2,4]triazin-2-yl)benzenesulfonamide C(#N)C1=C(C=C(C=N1)NS(=O)(=O)C1=CC(=C(C=C1)OCC)C1=NN2C(C(N1)=O)=C(N=C2CCC)C)C(F)(F)F